FC(C(=O)[O-])(F)F.C(CCCCCCCCCCCCCCC)(=O)OCOC(C(=O)OC1CC2CCC(C1)[N+]21CCCC1)(C1=CC=CC=C1)C1=CC=CC=C1 3-(2-((palmitoyloxy)methoxy)-2,2-diphenylacetoxy)spiro[bicyclo[3.2.1]octane-8,1'-pyrrolidin]-1'-ium 2,2,2-trifluoroacetate